OC1CN(CC1)C1=C(C=C2C(=N1)N=C(O2)N2CCOCC2)NC(=O)C=2N=C(OC2)C=2C=NC(=CC2)OC N-(5-(3-hydroxypyrrolidin-1-yl)-2-morpholinyloxazolo[4,5-b]pyridin-6-yl)-2-(6-methoxypyridin-3-yl)oxazole-4-carboxamide